[Si]([O-])([O-])([O-])[O-].[Mg+2].[K+].[Ca+2] calcium potassium magnesium silicate